FC=1C=CC(=NC1S(=O)(=O)C)NC1=C(C=NC(=C1)NC(C)=O)C1=NC=C(C=C1)C(C)(C)O N-(4'-((5-fluoro-6-(methylsulfonyl)pyridin-2-yl)amino)-5-(2-hydroxypropan-2-yl)-[2,3'-bipyridin]-6'-yl)acetamide